C1(=CC=CC=C1)C1=NOC(=N1)C1CCNCC1 3-phenyl-5-(piperidin-4-yl)-1,2,4-oxadiazole